N[C@H](C(=O)N[C@H](C(=O)N[C@@H](C(=O)NC(C(=O)O)CC1=CC(=C(C=C1)O)N)CC1=CC=C(C=C1)C)CCCCNC(CCCCCCC)=O)CC=1N=CN(C1)C(C1=CC=CC=C1)C1=CC=CC=C1 2-((R)-2-((S)-2-((S)-2-amino-3-(1-benzhydryl-1H-imidazol-4-yl)propanamido)-6-octanoylAminocaproamido)-3-(p-tolyl)propanamido)-3-(3-amino-4-hydroxyphenyl)propionic acid